C(C(=O)OCC1CC2OC2CC1)(=O)OCC1CC2OC2CC1 bis(7-oxabicyclo[4.1.0]-3-heptylmethyl) oxalate